CC1([C@H]2CCC(C([C@@]2(CCC1)C)C=O)=C)C (4aR,8aR)-5,5,8a-trimethyl-2-methylenedecahydronaphthalene-1-carbaldehyde